4,4'-dichlorobenzhydryl mercaptan ClC1=CC=C(C(C2=CC=C(C=C2)Cl)S)C=C1